C1(CCCC1)N1C2=NC(=NC=C2N=C1NC1=CC=CC=C1)NC1=CC=C(C=C1)N1CCC(CC1)N1CCN(CC1)CC=1C=C2C(N(C(C2=CC1)=O)C1C(NC(CC1)=O)=O)=O 5-((4-(1-(4-((9-cyclopentyl-8-(phenylamino)-9H-purin-2-yl)amino)phenyl)piperidin-4-yl)piperazin-1-yl)methyl)-2-(2,6-dioxopiperidin-3-yl)isoindoline-1,3-dione